3-(3,4-difluorophenyl)-1-isopropyl-2,4-dioxo-1,2,3,4-tetrahydropyrimidin-5-carboxylic acid FC=1C=C(C=CC1F)N1C(N(C=C(C1=O)C(=O)O)C(C)C)=O